NC1=NC(=C(C=C1C=1C=C2CCNC(C2=CC1)=O)C1=CC=C(C=C1)N1CC(N(CC1)C)C)F 6-(2-amino-5-(4-(3,4-dimethylpiperazin-1-yl)phenyl)-6-fluoropyridin-3-yl)-3,4-dihydroisoquinolin-1(2H)-one